5-(4-(4-((2-(2,6-dioxopiperidin-3-yl)-1,3-dioxoisoindolin-4-ylamino)methyl)-2-fluorobenzyl)piperazin-1-yl)-N,N-dimethylpicolinamide O=C1NC(CCC1N1C(C2=CC=CC(=C2C1=O)NCC1=CC(=C(CN2CCN(CC2)C=2C=CC(=NC2)C(=O)N(C)C)C=C1)F)=O)=O